4-[(3-chloro-4-fluorophenyl)amino]-6-(trans-4-methanesulfonylamino-cyclohexan-1-yloxy)-7-methoxy-quinazoline ClC=1C=C(C=CC1F)NC1=NC=NC2=CC(=C(C=C12)O[C@@H]1CC[C@H](CC1)NS(=O)(=O)C)OC